C(#N)C1=NC=C(C(=C1)C(=O)OC)F methyl 2-cyano-5-fluoro-pyridine-4-carboxylate